(2S)-2-amino-6-hydroxy-N-[(1S,2R)-2-methyl-1-(methylcarbamoyl)butyl]hexanamide hydrochloride Cl.N[C@H](C(=O)N[C@@H]([C@@H](CC)C)C(NC)=O)CCCCO